ClCC1=C(N=CN1CC)C1CCC1 5-(chloromethyl)-4-cyclobutyl-1-ethylimidazole